C(CC(C)C)C1=NC(=NO1)NCC1=C(N=NN1C)C1=CC=C(C(=N1)C)OCC12CC(C1)(C2)C(=O)O 3-(((6-(5-(((5-isopentyl-1,2,4-oxadiazol-3-yl)amino)methyl)-1-methyl-1H-1,2,3-triazol-4-yl)-2-methylpyridin-3-yl)oxy)methyl)bicyclo[1.1.1]pentane-1-carboxylic acid